methyl 4-((2-(3-hydroxypiperidin-1-yl)-N-phenylethylsulfanamido)methyl)benzoate OC1CN(CCC1)C(CN(S=O)CC1=CC=C(C(=O)OC)C=C1)C1=CC=CC=C1